C(C)(C)(C)OC(=O)N1C2(CC2)CC(CC1)OS(=O)(=O)C1=CC=C(C)C=C1 7-(tosyloxy)-4-azaspiro[2.5]octane-4-carboxylic acid tert-butyl ester